FC(N1C(C(=C(C=C1)C=1C2=C(C(N(C1)C)=O)NC=C2)OC2=C(C=C(C=C2C)F)C)=O)F 4-(1-(difluoromethyl)-3-(4-fluoro-2,6-dimethylphenoxy)-2-oxo-1,2-dihydropyridin-4-yl)-6-methyl-1,6-dihydro-7H-pyrrolo[2,3-c]pyridin-7-one